COC=1C=C(CCl)C=C(N1)OC 2,6-dimethoxyisonicotinyl chloride